FC(OC1=CC=C(C=C1)[C@H](C)NC[C@H]1OC(OC1)(C)C)F (S)-1-(4-(Difluoromethoxy)phenyl)-N-(((R)-2,2-dimethyl-1,3-dioxolan-4-yl)methyl)ethanamine